NCC=1C=C(C=CC1)C1=CC(=CC=2C=C(OC21)COC2=C(C=CC=C2)CC(=O)OC(C)(C)C)COC2=CC=CC=C2 tert-butyl 2-(2-((7-(3-(aminomethyl)phenyl)-5-(phenoxymethyl)benzofuran-2-yl)methoxy)phenyl)acetate